NC1=NN2C(C=C(C=C2)C=2C(=C(C(=O)NCCC(O)C3=C(C=C(C=C3)Cl)F)C(=CC2)C)F)=N1 3-(2-amino-[1,2,4]triazolo[1,5-a]pyridin-7-yl)-N-(3-(4-chloro-2-fluorophenyl)-3-hydroxypropyl)-2-fluoro-6-methylbenzamide